2-amino-2-(1-nonyl-1H-1,2,3-triazol-4-yl)-1,3-propanediol NC(CO)(CO)C=1N=NN(C1)CCCCCCCCC